O=C1[C@@H]2CC[C@H](CN1)N2C(=O)OC(C)(C)C tert-Butyl (1S,5R)-2-oxo-3,8-diazabicyclo[3.2.1]octane-8-carboxylate